C(CCCCC(=O)O)(=O)O.C=CC=CCC hexadiene adipate